NC1=NC=NC=2C3=C(C(C(C12)(C)C)=O)C=C(C=C3)O 4-amino-8-hydroxy-5,5-dimethyl-benzo[h]quinazolin-6-one